pyridazin-3-ylpiperazine-1-carboxylate N1=NC(=CC=C1)OC(=O)N1CCNCC1